FC1=CC=C(OC[C@H]2N(C3CC([C@@H]2C)C3)C(=O)C=3N=C(SC3C3=CC=CC=C3)C)C=C1 (3s,4s)-3-(4-fluorophenoxymethyl)-4-methyl-2-(2-methyl-5-phenyl-1,3-thiazole-4-carbonyl)-2-azabicyclo[3.1.1]heptane